FC(C1=NN(C=C1NC(=O)C=1C=NN2C1N=C(C=C2)N2C[C@@H](C[C@H](C2)F)NC(OC(C)(C)C)=O)C2CCC(CC2)CO)F tert-butyl N-[(3r,5r)-1-[3-[[3-(difluoromethyl)-1-[4-(hydroxymethyl)cyclohexyl]pyrazol-4-yl]carbamoyl]pyrazolo[1,5-a]pyrimidin-5-yl]-5-fluoro-3-piperidyl]carbamate